ClC=1C=C(C=CC1Cl)C=1N=C(SC1SC(C)C)N1N=C(C(=C1C(=O)O)C=1C(=NOC1C)COC)C 1-(4-(3,4-dichlorophenyl)-5-(isopropylthio)thiazol-2-yl)-4-(3-(methoxymethyl)-5-methylisoxazol-4-yl)-3-methyl-1H-pyrazole-5-carboxylic acid